methyl 4-(2-(((6-((1S,2S)-2-(3-chlorophenyl)cyclopropane-1-carboxamido)pyrimidin-4-yl)amino)methyl)-6-cyclopropylimidazo[1,2-a]pyridin-8-yl)-1-methylpiperazine-2-carboxylate ClC=1C=C(C=CC1)[C@@H]1[C@H](C1)C(=O)NC1=CC(=NC=N1)NCC=1N=C2N(C=C(C=C2N2CC(N(CC2)C)C(=O)OC)C2CC2)C1